5-(3-morpholino-5-((4-morpholinophenyl)sulfonyl)phenyl)pyrimidin-2-amine O1CCN(CC1)C=1C=C(C=C(C1)S(=O)(=O)C1=CC=C(C=C1)N1CCOCC1)C=1C=NC(=NC1)N